ClC1=CC(=C(C=C1)NC(=O)C12CC(C1)(C2)C(F)(F)F)C(N[C@@H](CCC(C)(F)F)C(C(=O)NC)=O)=O N-[4-chloro-2-[[(1S)-4,4-difluoro-1-[2-(methylamino)-2-oxo-acetyl]pentyl]carbamoyl]phenyl]-3-(trifluoromethyl)bicyclo[1.1.1]pentane-1-carboxamide